[NH4+].[Cl-].[Na] sodium chloride, ammonium salt